FC1=CC=C(C=C1)C1=NN(C=C1C=1C2=C(N=CN1)OC(=C2)C2=NC=CC=C2)C(C#N)C {3-(4-fluorophenyl)-4-[6-(pyridin-2-yl)furo[2,3-d]pyrimidin-4-yl]-1H-pyrazol-1-yl}propanenitrile